L-lysyl-L-tyrosyl-L-tyrosine N[C@@H](CCCCN)C(=O)N[C@@H](CC1=CC=C(C=C1)O)C(=O)N[C@@H](CC1=CC=C(C=C1)O)C(=O)O